(1R,3R,5S)-8-[4-[(tert-butoxy)carbonyl]-2-fluorophenyl]-8-azabicyclo[3.2.1]octan-3-yl-5-cyclopropyl-3-(2,6-dichlorophenyl)-1,2-oxazole-4-carboxylate C(C)(C)(C)OC(=O)C1=CC(=C(C=C1)N1[C@H]2CC(C[C@@H]1CC2)OC(=O)C=2C(=NOC2C2CC2)C2=C(C=CC=C2Cl)Cl)F